C12(CC3CC(CC(C1)C3)C2)CCN2CC3N(C(C2)C3)CCNC3=C2C(N(C(=NC2=CC=C3)C)C3C(NC(CC3)=O)=O)=O 3-(5-((2-(3-(2-((3r,5r,7r)-adamantan-1-yl)ethyl)-3,6-diazabicyclo[3.1.1]heptan-6-yl)ethyl)amino)-2-methyl-4-oxoquinazolin-3(4H)-yl)piperidine-2,6-dione